(2S,3S,4S)-4-fluoro-3-(2-fluoroethyl)-5-oxopyrrolidin F[C@H]1[C@H](CNC1=O)CCF